2-amino-3-(4-amino-6-chloropyrimidin-2-yl)propanoic acid NC(C(=O)O)CC1=NC(=CC(=N1)N)Cl